oxo-acetophenone O=CC(=O)C1=CC=CC=C1